2,6-dioxopiperidin-1-ylmethylisopropyl carbonate C(OC(C)(C)CN1C(CCCC1=O)=O)([O-])=O